N'-hydroxy-2-((5-(4-(trifluoromethyl)phenyl)oxazol-2-yl)amino)pyrimidine-5-carboxamidine ON=C(N)C=1C=NC(=NC1)NC=1OC(=CN1)C1=CC=C(C=C1)C(F)(F)F